4-(9H-Carbazol-9-yl)-2-methyl-6H-dibenzo[c,e][1,2]oxaborinin-6-ol C1=CC=CC=2C3=CC=CC=C3N(C12)C1=CC(=CC=2C3=C(B(OC21)O)C=CC=C3)C